COC1=NC=C(C=C1C(=O)N)C(=O)NCC1(CC1)S(=O)(=O)C 2-methoxy-N5-((1-(methylsulfonyl)cyclopropyl)methyl)pyridine-3,5-dicarboxamide